ClC1=C(C=CC=C1)C#CC1CNC1 3-[2-(2-Chlorophenyl)ethynyl]azetidine